5-{4-cyclopropyl-6-[(3S,5S)-3,5-dimethylpiperazin-1-yl]-1,8-naphthyridin-2-yl}-2,7-dimethylindazol-6-ol C1(CC1)C1=CC(=NC2=NC=C(C=C12)N1C[C@@H](N[C@H](C1)C)C)C1=CC2=CN(N=C2C(=C1O)C)C